S1C=CC2=C1CN(CC2)S(=NS(=O)(=O)C2=CC=C(C=C2)[N+](=O)[O-])(=NC(C)(CC(C)(C)C)C)C2=CC=C(C=C2)F N-((4,7-Dihydrothieno[2,3-c]pyridin-6(5H)-yl)(4-fluorophenyl)((2,4,4-trimethylpentan-2-yl)imino)-λ6-sulfaneylidene)-4-nitrobenzenesulfonamide